O1CCN(CC1)C1=CC=C(C=N1)OC1=CN=C(S1)NC(OC(C)(C)C)=O tert-butyl (5-((6-morpholinopyridin-3-yl)oxy)thiazol-2-yl)carbamate